1,3-dimethoxy-5-(2-methoxypropan-2-yl)benzene COC1=CC(=CC(=C1)C(C)(C)OC)OC